2-(difluoromethoxy)-4-(4-morpholinopiperidin-1-yl)aniline FC(OC1=C(N)C=CC(=C1)N1CCC(CC1)N1CCOCC1)F